NC=1C(NC2=C3C=CC=NC3=C(C=C2C1C1=C2C=NNC2=C(C=C1)F)OC(C)C)=O 3-amino-4-(7-fluoro-1H-indazol-4-yl)-6-propan-2-yloxy-1H-1,7-phenanthrolin-2-one